2-(4-methoxyphenyl)-N-(3-(4-(quinolin-6-yl)phenyl)propyl)acetamide COC1=CC=C(C=C1)CC(=O)NCCCC1=CC=C(C=C1)C=1C=C2C=CC=NC2=CC1